COC1=CC=C(CN2S(\C(\CC2)=C\[C@@H]2N(C(OC2)(C)C)C(=O)OC(C)(C)C)(=O)=O)C=C1 tert-butyl (S,E)-4-((2-(4-methoxybenzyl)-1,1-dioxidoisothiazolidin-5-ylidene)methyl)-2,2-dimethyloxazolidine-3-carboxylate